FC(C=1SC2=C(N1)C=CC(=C2)CO)(F)F [2-(trifluoromethyl)-1,3-benzothiazol-6-yl]methanol